CC1(OB(OC1(C)C)C1=CC=C(C=C1)NC(OC(C)(C)C)=O)C Tert-butyl (4-(4,4,5,5-tetramethyl-1,3,2-dioxaborolan-2-yl)phenyl)carbamate